N-(4,5-bis((tert-butyldimethylsilyl)oxy)-2-phenylethyl)formamide ethyl-3-(4-hydroxy-2-(4-propylphenethyl)-6-((tetrahydro-2H-pyran-2-yl)methoxy)pyridin-3-yl)propanoate C(C)OC(CCC=1C(=NC(=CC1O)OCC1OCCCC1)CCC1=CC=C(C=C1)CCC)=O.[Si](C)(C)(C(C)(C)C)OC1=CC=C(C=C1O[Si](C)(C)C(C)(C)C)CCNC=O